ClC1=CC=C(C=C1)C1(CC(C1)CF)C#N 1-(4-chlorophenyl)-3-(fluoromethyl)cyclobutanecarbonitrile